12-{2-[(2R,6S)-2,6-dimethylpiperidin-1-yl]ethyl}-3,9-difluoro-2,10-dihydroxy-12,13-dihydro-5H-indolo[2,3-a]pyrrolo[3,4-c]carbazole-5,7(6H)-dione C[C@H]1N([C@H](CCC1)C)CCN1C2=CC(=C(C=C2C=2C3=C(C4=C(C12)NC=1C=C(C(=CC14)F)O)C(NC3=O)=O)F)O